ClCCC(=O)C1CC(CC=C1)Cl 3-chloro-1-(3-chloro-2,4-dihydrophenyl)propan-1-one